4-[[2-(2-aminoethylsulfonyl)ethyl]amino]-2-(2,6-dioxopiperidin-3-yl)isoindole-1,3-dione NCCS(=O)(=O)CCNC1=C2C(N(C(C2=CC=C1)=O)C1C(NC(CC1)=O)=O)=O